N1C=CC=2C1=CN=CC2C2=CN=C1N2C=C(C=C1)N(C(OC(C)(C)C)=O)C tert-butyl (3-(1H-pyrrolo[2,3-c]pyridin-4-yl)imidazo[1,2-a]pyridin-6-yl)(methyl)carbamate